Cl.FC(C1=CC=C(C=C1)N1CC2N(C3=C1C=CC=N3)CCNC2)(F)F 5-(4-(trifluoromethyl)phenyl)-6,6a,7,8,9,10-hexahydro-5H-pyrazino[1,2-a]pyrido[3,2-e]pyrazine hydrochloride